ethyl (2-(4-((4-fluoro-3-methylphenyl)carbamoyl)-1,3,5-trimethyl-1H-pyrrol-2-yl)-2-oxoacetyl)-L-serinate FC1=C(C=C(C=C1)NC(=O)C=1C(=C(N(C1C)C)C(C(=O)N[C@@H](CO)C(=O)OCC)=O)C)C